C1(CCCCC1)CN1N=CC(=C1C)C=1C(=NC(=CC1)N1CC2=C(C=CC=C2CC1)C(NC=1SC2=C(N1)C(=CC=C2)F)=O)C(=O)NS(=O)(=O)CCCCCC(=O)O 6-(N-(3-(1-(cyclohexylmethyl)-5-methyl-1H-pyrazol-4-yl)-6-(8-((4-fluorobenzo[d]thiazol-2-yl)carbamoyl)-3,4-dihydroisoquinolin-2(1H)-yl)picolinoyl)sulfamoyl)hexanoic acid